[K+].ClC=1C(=C(C(=C2C(OC(=O)C12)S(=O)(=O)[O-])Cl)Cl)Cl tetrachlorosulfophthalide potassium salt